FC(C(=O)O)(F)F.FC=1C(=CC=2C3=C(NC(C2C1)=O)COC[C@H]3NC)F (S)-8,9-difluoro-1-(methylamino)-1,5-dihydro-2H-pyrano[3,4-c]isoquinolin-6(4H)-one trifluoroacetate salt